ClC=1C(=NC=C(C1)NC(CCl)=O)C(=O)N[C@H](C(=O)OCC)CCC(=O)OCC diethyl (2S)-2-[[3-chloro-5-[(2-chloroacetyl)amino]pyridine-2-carbonyl]amino]pentanedioate